8-[9-(3-methyl-1,2,4-oxadiazol-5-yl)-9-azabicyclo[3.3.1]non-3-yl]-1-oxa-3,8-diazaspiro[4.5]decan-2-one CC1=NOC(=N1)N1C2CC(CC1CCC2)N2CCC1(CNC(O1)=O)CC2